FC=1C(=C(O)C=CC1C(C)(C)C1=CC=C(C=C1)O)F difluorobisphenol A